trioctyl-(octyl)methyl-ammonium chloride [Cl-].C(CCCCCCC)C([NH2+]CCCCCCCC)(CCCCCCCC)CCCCCCCC